O1C(OCCC1)C=1C=CC(=NC1)C=1C=C(N)C=CC1 3-[5-(1,3-dioxan-2-yl)pyridin-2-yl]aniline